C(COPOCCNCC=C)N 3,5-dioxa-8-aza-4-phosphaundec-10-en-1-amine